methyl 6-(2-benzhydrylidenehydrazino)-4-methoxy-pyridine-3-carboxylate C(C1=CC=CC=C1)(C1=CC=CC=C1)=NNC1=CC(=C(C=N1)C(=O)OC)OC